C(C(C)C)NP(=O)(CC1=CC=C(C=C1)C1=NOC(=N1)C(F)(F)F)C N-isobutyl-P-methyl-P-(4-(5-(trifluoromethyl)-1,2,4-oxadiazol-3-yl)benzyl)phosphinic amide